CN1N=CC2=CC=C(C=C12)C 1,6-dimethyl-1H-indazol